NC1=C2C(=NC=N1)N(N=C2C=2C(=C1CCN(C1=CC2)C(CC2=CC(=CC=C2)C(F)(F)F)=O)F)C2CC2 1-(5-(4-amino-1-cyclopropyl-1H-pyrazolo[3,4-d]pyrimidin-3-yl)-4-fluoroindolin-1-yl)-2-(3-(trifluoromethyl)phenyl)ethan-1-one